COC1=CC=C(C=N1)CNC1=NC2=C(N1C(CCC)=O)C=CC=C2 1-(2-(((6-methoxypyridin-3-yl)methyl)amino)-1H-benzo[d]imidazol-1-yl)butan-1-one